3-chloro-5,5-dimethyl-4,5-dihydro-isoxazole ClC1=NOC(C1)(C)C